3,4-difluoro-5-bromonitrobenzene FC=1C=C(C=C(C1F)Br)[N+](=O)[O-]